O=C1C=2N(CC3N1CCCN3)C=C(C(C2)=O)C(=O)N 6,8-dioxo-1,2,3,4,6,8,12,12a-octahydropyrido[1',2':4,5]pyrazino[1,2-a]pyrimidine-9-carboxamide